methyl 3-((4-bromo-6-fluoro-1H-indol-5-yl)oxy)-benzimidothioate hydroiodide I.BrC1=C2C=CNC2=CC(=C1OC=1C=C(C(=N)SC)C=CC1)F